CC[C@H](C)C(=O)O[C@@H]1CC[C@]2(CO2)[C@]3([C@H]1[C@@]([C@@H](C[C@@H]3OC(=O)C)C)(C)C[C@@H](C4=CC(=O)OC4)O)COC(=O)C The molecule is a diterpene lactone isolated from the whole plants of Ajuga ciliata. It has a role as a plant metabolite. It is a diterpene lactone, an acetate ester, a butenolide and a spiro-epoxide.